C(C)(C)(C)OC(=O)N(C(OC(C)(C)C)=O)C1=C2C(=NC=N1)N(N=C2)[C@@H]2C=C([C@H]1OC(O[C@H]12)(C)C)CO tert-Butyl (tert-butoxycarbonyl)(1-((3aS,4R,6aR)-6-(hydroxymethyl)-2,2-dimethyl-3a,6a-dihydro-4H-cyclopenta[d][1,3]dioxol-4-yl)-1H-pyrazolo[3,4-d]pyrimidin-4-yl)carbamate